CN(C1=NOC2=C1C(=CC=C2)OCC2=C(C=CC=C2F)F)C=2C=NC=CC2 3-(methyl-(pyridin-3-yl)amino)-4-(2,6-difluorobenzyloxy)benzo[d]isoxazole